5'-bromospiro[cyclobutane-1,3'-pyrrolo[2,3-b]pyridin]-2'(1'H)-one BrC=1C=C2C(=NC1)NC(C21CCC1)=O